The molecule is 1-Methyl-1,4-diazepane in which the hydrogen attached to the nitrogen at position 4 is substituted by a 1-(2-ethoxyethyl)-1H-benzimidazol-2-yl group. A relatively selective histamine H1 antagonist, it is used as the difumatate salt for allergic rhinitis, urticaria, and pruritic skin disorders, and in eyedrops for the symptomatic relief of allergic conjuntivitis. It has a role as a H1-receptor antagonist, an anti-allergic agent and an antipruritic drug. CCOCCN1C2=CC=CC=C2N=C1N3CCCN(CC3)C